6-(chloromethyl)-2-methylimidazo[2,1-b][1,3]thiazole ClCC=1N=C2SC(=CN2C1)C